4-fluoro-N-[5-(1-hydroxycarbamoylmethyl-2-naphthalen-2-yl-ethyl)-[1,2,4]oxadiazol-3-ylmethyl]-benzamide FC1=CC=C(C(=O)NCC2=NOC(=N2)C(CC2=CC3=CC=CC=C3C=C2)CC(NO)=O)C=C1